3-methyl-6-phenyl-2-hexanone O-methyl oxime CON=C(C)C(CCCC1=CC=CC=C1)C